N1C(=NC2=C1C=CC=C2)C(N2C=NC1=CC=C(C(=C1C2=O)OC)C2=CC=C(C=C2)C2CCN(CC2)C)C2=C(C=CC(=C2)F)O 3-[1H-Benzimidazol-2-yl-(5-fluoro-2-hydroxy-phenyl)methyl]-5-methoxy-6-[4-(1-methyl-4-piperidinyl)phenyl]Quinazolin-4-one